3-[(2,4-difluorophenyl)methyl]-1-{[4-(3-fluoropropoxy)phenyl]methyl}-3-(1-methylpiperidin-4-yl)urea FC1=C(C=CC(=C1)F)CN(C(NCC1=CC=C(C=C1)OCCCF)=O)C1CCN(CC1)C